2-Ethylsulfanyl-N-(3-hydroxy-4,4-dimethyl-pentyl)-4-methyl-6-morpholin-4-yl-pyridine-3-carboxylic acid amide C(C)SC1=NC(=CC(=C1C(=O)NCCC(C(C)(C)C)O)C)N1CCOCC1